(R)-1-((trifluorobornyl)methyl)pyrrolidin-3-ol FC(C12C(CC(CC1)C2(C)C)CN2C[C@@H](CC2)O)(F)F